FC(C1=CC=C(C(=N1)OC)C1C(O[C@]([C@H]1C)(C(F)(F)F)C)C(=O)O)F |r| rac-(4s,5r)-3-[6-(difluoromethyl)-2-methoxy-3-pyridinyl]-4,5-dimethyl-5-(trifluoromethyl)tetrahydrofuran-2-carboxylic acid